N,N-dioctyl-5-(trimethoxysilyl)pentanamide C(CCCCCCC)N(C(CCCC[Si](OC)(OC)OC)=O)CCCCCCCC